FC(C=1N=CC(=NC1)CC1CC2(CN(C2)C(=O)N2CC3(C2)NC(OCC3)=O)C1)(F)F 2-[6-[[5-(trifluoromethyl)pyrazin-2-yl]methyl]-2-azaspiro[3.3]heptane-2-carbonyl]-7-oxa-2,5-diazaspiro[3.5]nonan-6-one